2-amino-4,5-dimethoxybenzamide NC1=C(C(=O)N)C=C(C(=C1)OC)OC